C12(CC(C1)C2)C2=CC=C(C=N2)C=2N=C1SCC(CN1C(C2C#N)=O)C 8-(6-{bicyclo[1.1.1]pentan-1-yl}pyridin-3-yl)-3-methyl-6-oxo-2H,3H,4H,6H-pyrimido[2,1-b][1,3]thiazine-7-carbonitrile